pyrenebutyric acid C1=CC2=C3C(=C1)C=CC4=C(C=CC(=C43)C=C2)CCCC(=O)O